BrC1=CC2=C(C=3N=C4C(=NC3C3=C2C=C(C=C3)Br)C=NC=C4)C=C1 3,6-dibromodibenzo[f,h]pyrido[3,4-b]quinoxaline